2-{3-[(1,3-Benzothiazol-2-yl)amino]-4-methyl-5H,6H,7H,8H-pyrido[2,3-c]pyridazin-8-yl}-5-(3-{4-[3-(3,3-difluoropiperidin-1-yl)prop-1-yn-1-yl]-2-fluorophenoxy}propyl)-1,3-thiazol S1C(=NC2=C1C=CC=C2)NC2=C(C1=C(N=N2)N(CCC1)C=1SC(=CN1)CCCOC1=C(C=C(C=C1)C#CCN1CC(CCC1)(F)F)F)C